NC1=C(C2=NC=CC=C2N1)C#N 2-amino-1H-pyrrolo[3,2-b]Pyridine-3-carbonitrile